FC=1C=CC(=C(C1)O)C 5-fluoro-2-methylphenol